NC[C@H](CC(=O)O)C[C@@H](CCOC1=CC(=CC=C1)[N+](=O)[O-])C (3s,5s)-3-aminomethyl-5-methyl-7-(3-nitro-phenoxy)-heptanoic acid